6-(2-chloro-6-fluorophenyl)-2-((2-fluoro-4-(4-methylpiperazin-1-yl)phenyl)amino)-8,9-dihydroimidazo[1,2-a]pyrimido[5,4-e]pyrimidin-5(6H)-one ClC1=C(C(=CC=C1)F)N1C=2N(C3=C(C1=O)C=NC(=N3)NC3=C(C=C(C=C3)N3CCN(CC3)C)F)CCN2